NCC=1C=NC(=NC1)C1=C(C=C(C#N)C=C1)OC=1N(N=C(C1)N1CCCCC1)C 4-[5-(aminomethyl)pyrimidin-2-yl]-3-(2-methyl-5-piperidin-1-ylpyrazol-3-yl)oxybenzonitrile